FC1=CC=C(C=NNC(=O)C=2N=NNC2)C=C1 (4-fluorobenzylidene)-1H-1,2,3-triazole-4-carbohydrazide